Acetoxyisobutyrate C(C)(=O)OC(C(=O)[O-])(C)C